C(#N)C1=C(N=C(NC1=O)SCC(=O)O)C=1SC=CC1 (5-cyano-6-oxo-4-thiophen-2-yl-1,6-dihydro-pyrimidin-2-ylsulfanyl)-acetic acid